3β-(thiazol-2-yloxy)-17-(1H-benzimidazol-1-yl)androsta-5,16-diene S1C(=NC=C1)O[C@@H]1CC2=CC[C@H]3[C@@H]4CC=C([C@@]4(C)CC[C@@H]3[C@]2(CC1)C)N1C=NC2=C1C=CC=C2